2-methyl-1-phenylbutane-1,3-dione CC(C(=O)C1=CC=CC=C1)C(C)=O